ClC1=C(C=CC=C1C1=C(C(=NC=C1)C=1C=NC(=C(C1)OC)CNC1CCOCC1)Cl)C1=CC=C(C(=N1)OC)CNC1CCOCC1 N-((6-(2-Chloro-3-(3-chloro-5'-methoxy-6'-(((tetrahydro-2H-pyran-4-yl)amino)methyl)-[2,3'-bipyridin]-4-yl)phenyl)-2-methoxypyridin-3-yl)methyl)tetrahydro-2H-pyran-4-amine